COC=1C=C(C=2N(C1)C=C(N2)C(=O)NC(C(F)(F)F)(C)C)C2=C(C=CC=C2)OCC(F)(F)F 6-methoxy-N-(1,1,1-trifluoro-2-methylpropan-2-yl)-8-(2-(2,2,2-trifluoroethoxy)phenyl)imidazo[1,2-a]pyridine-2-carboxamide